CO[C@@H](CCCC(=O)OC(C)(C)C)[C@H]1[C@@H](C1)COS(=O)(=O)C1=CC=C(C)C=C1 tert-butyl (S)-5-methoxy-5-((1R,2R)-2-((tosyloxy)methyl)cyclopropyl)pentanoate